N-tert-butyl-2-(6-oxoindazolo[2,3-a]quinoxalin-5(6H)-yl)-2-(thiophen-2-yl)acetamide C(C)(C)(C)NC(C(C=1SC=CC1)N1C(C=2N(C=3C=CC=CC13)N=C1C=CC=CC12)=O)=O